3-isothiocyanato-1-(tetrahydro-2H-pyran-3-yl)-5-(trifluoromethyl)pyridin-2(1H)-one N(=C=S)C=1C(N(C=C(C1)C(F)(F)F)C1COCCC1)=O